5-(4-((2R,5S)-5-(4-chlorobenzyl)-2-((difluoromethoxy)methyl)morpholino)-piperidin-1-yl)-4H-1,2,4-triazol-3-amine 2,2,2-trifluoroacetate FC(C(=O)O)(F)F.ClC1=CC=C(C[C@@H]2N(C[C@@H](OC2)COC(F)F)C2CCN(CC2)C=2NC(=NN2)N)C=C1